2-ethoxy-4-nitro-5-fluorophenylcarboxylic acid C(C)OC1=C(C=C(C(=C1)[N+](=O)[O-])F)C(=O)O